4-(1-(3-((tert-butyldiphenylsilyl)oxy)-2,2-difluoropropyl)-3-(4-fluorophenyl)-1H-pyrazol-4-yl)-6-phenylfuro[2,3-d]pyrimidine [Si](C1=CC=CC=C1)(C1=CC=CC=C1)(C(C)(C)C)OCC(CN1N=C(C(=C1)C=1C2=C(N=CN1)OC(=C2)C2=CC=CC=C2)C2=CC=C(C=C2)F)(F)F